1-(4-cyano-3-(trifluoromethyl)phenyl)-4-methylpiperidine-4-carboxylic acid C(#N)C1=C(C=C(C=C1)N1CCC(CC1)(C(=O)O)C)C(F)(F)F